COC1=C(CNC=2C(=NC=CN2)C(=O)N)C=CC(=C1)OC 3-[(2,4-Dimethoxybenzyl)amino]pyrazine-2-carboxamide